C(\C=C\C(=O)O)(=O)O.FC1=C(C=CC(=C1)C(F)(F)F)C=1C(=NC(=NC1)N)C 5-(2-fluoro-4-(trifluoromethyl)phenyl)-4-methyl-pyrimidin-2-amine, fumarate salt